C(C)(C)(C)C1=C(C(=CC(=C1)OC)C(C)(C)C)O 2,6-Di-tert-butyl-4-methyloxyphenol